C(C)(C)(C)C1=CC=C(C(=N1)C(=O)N)CC1=C(C=C(C=C1C)C)C 6-tert-butyl-3-[(2,4,6-trimethylphenyl)methyl]pyridin-2-carboxamid